2,4,5,7-tetrabromo-6-oxido-3-oxo-3H-xanthen BrC1=CC2=CC3=CC(=C(C(=C3OC2=C(C1=O)Br)Br)[O-])Br